2-(((S)-1-(1H-tetrazol-1-yl)propan-2-yl)oxy)-4-(2-((3-(cyanomethoxy)-1-((1r,4r)-4-morpholinocyclohexyl)-1H-pyrazol-4-yl)amino)pyrimidin-5-yl)benzonitrile N1(N=NN=C1)C[C@H](C)OC1=C(C#N)C=CC(=C1)C=1C=NC(=NC1)NC=1C(=NN(C1)C1CCC(CC1)N1CCOCC1)OCC#N